3-{[2-(4-Chlorophenyl)imidazo[1,2-a]pyridin-3-yl]methyl}-N,N-dimethyl-3,8-diazabicyclo[3.2.1]octane-8-carboxamide ClC1=CC=C(C=C1)C=1N=C2N(C=CC=C2)C1CN1CC2CCC(C1)N2C(=O)N(C)C